Cl.ClC=1C=NC(=NC1)N1N=C(N=C1[C@H](C)N)C1CC1 (1S)-1-[1-(5-Chloropyrimidin-2-yl)-3-cyclopropyl-1H-1,2,4-triazol-5-yl]ethanamine hydrochloride